(2-oxa-5-azabicyclo[2.2.1]hept-6-yl)methanol C12OCC(NC1CO)C2